(R)-3-chloro-N-(1-(6,7-difluoro-4-oxo-3,4-dihydrophthalazin-1-yl)ethyl)-4-fluoro-N-methylbenzamide ClC=1C=C(C(=O)N(C)[C@H](C)C2=NNC(C3=CC(=C(C=C23)F)F)=O)C=CC1F